O[C@@H](C)C1=NC=2C(=C3C(=NC2)NC=C3)N1N1CC(C1)NC(=O)NCC(F)(F)F (S)-1-(1-(2-(1-hydroxyethyl)imidazo[4,5-d]pyrrolo[2,3-b]pyridin-1(6H)-yl)azetidin-3-yl)-3-(2,2,2-trifluoroethyl)urea